(R)-8-(1-((6-chloro-2-oxo-1,2-dihydropyridin-3-yl)amino)ethyl)-6-fluoro-2-(5-fluoroisoindolin-2-yl)-3-methylquinazolin-4(3H)-one ClC1=CC=C(C(N1)=O)N[C@H](C)C=1C=C(C=C2C(N(C(=NC12)N1CC2=CC=C(C=C2C1)F)C)=O)F